CC1=NC2=C(SC(=C1)SC#N)C=CC=C2 4-methyl-2-thiocyanatobenzo[b][1,4]thiazepine